2-(difluoromethoxy)-5-(2-ethoxy-6-(1-methyl-6-oxo-1,6-dihydropyridin-3-yl)-5-oxothiazolo[4,5-b]pyridin-4(5H)-yl)benzonitrile FC(OC1=C(C#N)C=C(C=C1)N1C2=C(C=C(C1=O)C1=CN(C(C=C1)=O)C)SC(=N2)OCC)F